O=C1N(C2=CC(=CC=C2C(N1C1=CC=CC=C1)=O)C(F)(F)F)CC1=CC=C(C(=O)NO)C=C1 4-((2,4-dioxo-3-phenyl-7-(trifluoromethyl)-3,4-dihydroquinazolin-1(2H)-yl)methyl)-N-hydroxybenzamide